NC=1C=2N(C3=C(N1)C=NC(=C3)C(=O)N3[C@@H]1[C@H](CCC3)OC3=C1C=CC(=C3)OC(F)(F)F)C=NC2 (4-aminoimidazo[1,5-a]pyrido[3,4-e]pyrazin-8-yl)((4aS,9bS)-7-(trifluoromethoxy)-3,4,4a,9b-tetrahydrobenzofuro[3,2-b]pyridin-1(2H)-yl)methanone